Octadecyl propionate C(CC)(=O)OCCCCCCCCCCCCCCCCCC